(2-Allyloxy-2-oxo-ethyl) 1-[2-chloro-4-fluoro-5-[3-methyl-2,6-dioxo-4-(trifluoromethyl)pyrimidin-1-yl]phenoxy]cyclopentancarboxylat ClC1=C(OC2(CCCC2)C(=O)OCC(=O)OCC=C)C=C(C(=C1)F)N1C(N(C(=CC1=O)C(F)(F)F)C)=O